ONC(C1=CC=C(C=C1)CCCN1CCC(CC1)CN[C@@H]1[C@H](C1)C1=CC=CC=C1)=O N-hydroxy-4-(3-(4-((((1S,2R)-2-phenylcyclopropyl)amino)methyl)piperidin-1-yl)propyl)benzamide